C(C1=CC=CC=C1)N1CCOC2=C(C1)C=CC=N2 4-Benzyl-2,3,4,5-tetrahydropyrido[3,2-f][1,4]oxazepine